tert-butyl (2R,4R)-2-(methoxymethyl)-4-(5-(3-(trifluoromethyl)phenyl)oxazole-2-carboxamido)pyrrolidine-1-carboxylate COC[C@@H]1N(C[C@@H](C1)NC(=O)C=1OC(=CN1)C1=CC(=CC=C1)C(F)(F)F)C(=O)OC(C)(C)C